CC1(CC1)NCC1=C2C(=NC(=C1)C(=O)[O-])CCC2.[Li+] lithium 4-(((1-methylcyclopropyl) amino) methyl)-6,7-dihydro-5H-cyclopenta[b]pyridine-2-carboxylate